4-[4-(4,4,5,5-tetramethyl-1,3,2-dioxaborolan-2-yl)-2-pyridyl]morpholine 4''-[benzene-1,3,5-triyl-tris(ethyne-2,1-diyl)]tribenzoate C1(=CC(=CC(=C1)C#CC1=C(C(=O)O)C=CC=C1)C#CC1=C(C(=O)O)C=CC=C1)C#CC1=C(C(=O)O)C=CC=C1.CC1(OB(OC1(C)C)C1=CC(=NC=C1)N1CCOCC1)C